ClC=1C(=NC2=CC=CC=C2N1)NCC1=CC(=CC=C1)Cl 3-chloro-N-(3-chlorobenzyl)quinoxalin-2-amine